NC(C(=O)O)(CCCCB(O)O)CCCN(CC1=CC2=CC=CC=C2C=C1)C 2-amino-6-borono-2-(3-(methyl-(naphthalen-2-ylmethyl)amino)propyl)hexanoic acid